C(#N)N1C2CCC(C1)[C@H]2NC(C2=CC=C(C=C2)C2=C(C=NC=C2)SC2=CC=CC=C2)=O N-((7R)-2-Cyano-2-azabicyclo[2.2.1]heptan-7-yl)-4-(3-(phenylthio)pyridin-4-yl)benzamid